3-benzyl-6,7-dichloro-1,3,4,9-tetrahydro-[1,2,6]thiadiazino[4,3-g]indole 2,2-dioxide C(C1=CC=CC=C1)N1CC=2C=C(C=3C(=CNC3C2NS1(=O)=O)Cl)Cl